N-[1-[4-(3-chloro-2-fluoro-phenoxy)pyrido[3,2-d]pyrimidin-6-yl]azetidin-3-yl]prop-2-enamide ClC=1C(=C(OC=2C3=C(N=CN2)C=CC(=N3)N3CC(C3)NC(C=C)=O)C=CC1)F